tert-Butyl(N-(4-(4-methoxy-1H-benzo[d][1,2,3]triazol-1-yl)benzyl)sulfamoyl)carbamate C(C)(C)(C)OC(NS(NCC1=CC=C(C=C1)N1N=NC2=C1C=CC=C2OC)(=O)=O)=O